ClC=1C=CC=2N=CN=C(C2N1)NC=1C=NC(=CC1)OCC(F)(F)F 6-Chloro-N-(6-(2,2,2-trifluoroethoxy)pyridin-3-yl)pyrido[3,2-d]pyrimidin-4-amine